7-[Bis(tert-butoxycarbonyl)amino]-3-bromo-6-(3-methoxy-2,6-dimethyl-phenyl)-5-oxo-1,6-naphthyridine-8-carboxylic acid ethyl ester C(C)OC(=O)C1=C(N(C(C=2C=C(C=NC12)Br)=O)C1=C(C(=CC=C1C)OC)C)N(C(=O)OC(C)(C)C)C(=O)OC(C)(C)C